OCC1=CC=C(O1)C=N[C@@H](CCCN\C(\N)=N\[H])C(=O)O (E)-N2-{[5-(hydroxymethyl)furan-2-yl]methylidene}-L-arginine